C(C1=CC=CC=C1)OC1=C(C=C(C=C1)N1C(N(C(C1(C)C)=O)C=1C=C(C(=NC1)C#N)C(F)(F)F)=S)C1CCC1 5-(3-(4-(benzyloxy)-3-cyclobutylphenyl)-4,4-dimethyl-5-oxo-2-thioxoimidazolidin-1-yl)-3-(trifluoromethyl)pyridinecarbonitrile